FC1(C(C(F)(F)F)(C=C(CC1(F)F)[N+](=O)[O-])F)F 2,3-difluorotrifluoro-5-nitrotrifluorotoluene